[3-fluoro-5-(1,1,2,2,3,3,3-heptafluoropropyl)-2-pyridyl]-2-[1-[3-(3-hydroxypyrrolidin-1-yl)propyl]tetrazol-5-yl]sulfanyl-5-nitro-benzamide FC=1C(=NC=C(C1)C(C(C(F)(F)F)(F)F)(F)F)C=1C(=C(C(=O)N)C=C(C1)[N+](=O)[O-])SC1=NN=NN1CCCN1CC(CC1)O